OCCCCN1C=NC=2C=NC=3C=C(C=CC3C21)C(=O)[O-] 1-(4-hydroxybutyl)-1H-imidazo[4,5-c]quinoline-7-carboxylate